ClC=1C=C(CNC2=C(C(=NC3=CC=CC=C23)N(CC2=CC=C(C=C2)OC)CC2=CC=C(C=C2)OC)[N+](=O)[O-])C=CC1CN1CCCC1 N4-(3-chloro-4-(pyrrolidin-1-ylmethyl)benzyl)-N2,N2-bis(4-methoxybenzyl)-3-nitroquinolin-2,4-diamine